2-(6-FLUORO-3-OXO-2H-BENZO[B][1,4]THIAZIN-4(3H)-YL)-N-(5-(PYRIDIN-2-YL)-4H-1,2,4-TRIAZOL-3-YL)ACETAMIDE FC1=CC2=C(SCC(N2CC(=O)NC2=NN=C(N2)C2=NC=CC=C2)=O)C=C1